CC1OC(CN(C1)C=1C=C2C(=CC(=NC2=CC1)C)NC=1C=C2C(=NC1)C(N(C2)C2=CC=C(C=C2)NC2=CC=C(C=C2)F)=O)C 3-((6-(2,6-dimethylmorpholino)-2-methylquinolin-4-yl)amino)-6-(4-((4-fluorophenyl)amino)phenyl)-5,6-dihydro-7H-pyrrolo[3,4-b]pyridin-7-one